BrC=1C=C2C(=NC=NC2=CC1Cl)N1CCN(CC1)C(=O)OC(C)(C)C Tert-butyl 4-(6-bromo-7-chloroquinazolin-4-yl)piperazine-1-carboxylate